S1C=NC2=NC=C(C=C21)C=O (thiazolo[4,5-b]pyridin-6-yl)methanone